1-(4-aminobutanoyl)piperidin NCCCC(=O)N1CCCCC1